CC1=CC=C2CN(C(C2=C1)=O)C=1C=NC(=CC1)N[C@@H]1C[C@H](CC1)NC1=NN2C(C=C(C=C2)C(F)(F)F)=N1 6-Methyl-2-(6-(((1S,3S)-3-((7-(trifluoromethyl)-[1,2,4]triazolo[1,5-a]pyridin-2-yl)amino)cyclopentyl)amino)pyridin-3-yl)isoindolin-1-one